C(C)N1N=C(C=C1)C=1C=C(C=C(C1)C=1C=NN(C1)C)[C@@H](C)NC(C1=C(C=CC(=C1)OCC12CCCN2CCC1)C)=O (R)-N-(1-(3-(1-ethyl-1H-pyrazol-3-yl)-5-(1-methyl-1H-pyrazol-4-yl)phenyl)ethyl)-2-methyl-5-((tetrahydro-1H-pyrrolizin-7a(5H)-yl)methoxy)benzamide